5-[4-(2-{1-[3-({4-[(3-chloro-4-fluorophenyl)amino]-6-methoxyquinazolin-7-yl}oxy)propyl]piperidin-4-yl}ethyl)piperazin-1-yl]-2-(2,6-dioxopyridin-3-yl)-6-fluoroisoindole-1,3-dione ClC=1C=C(C=CC1F)NC1=NC=NC2=CC(=C(C=C12)OC)OCCCN1CCC(CC1)CCN1CCN(CC1)C=1C=C2C(N(C(C2=CC1F)=O)C1C(NC(C=C1)=O)=O)=O